N-(2-(dimethylamino)ethyl)-4-(2-(((1-(3-(4-(hydroxycarbamoyl)phenyl)propyl)piperidin-4-yl)methyl)amino)cyclopropyl)benzamide TFA Salt OC(=O)C(F)(F)F.CN(CCNC(C1=CC=C(C=C1)C1C(C1)NCC1CCN(CC1)CCCC1=CC=C(C=C1)C(NO)=O)=O)C